NC1=NC=C(C=C1OC=1C=C(C=CC1)NC(=O)NC1=CC=C(C=C1)C)Cl 1-(3-((2-amino-5-chloropyridin-3-yl)oxy)phenyl)-3-(p-tolyl)urea